9,9-bis[6-(2-hydroxybutoxy)naphthalen-2-yl]fluorene Dibutyl-sebacate C(CCC)OC(CCCCCCCCC(=O)OCCCC)=O.OC(COC=1C=C2C=CC(=CC2=CC1)C1(C2=CC=CC=C2C=2C=CC=CC12)C1=CC2=CC=C(C=C2C=C1)OCC(CC)O)CC